tert-Butyl (3R)-3-[(1S)-2-tert-butoxy-1-[[3-(cyclohexylmethylamino) phenyl]methyl]-2-oxo-ethyl]pyrrolidine-1-carboxylate C(C)(C)(C)OC([C@@H](CC1=CC(=CC=C1)NCC1CCCCC1)[C@@H]1CN(CC1)C(=O)OC(C)(C)C)=O